[10-(2-naphthyl)-9-anthracenyl]boronic acid C1=C(C=CC2=CC=CC=C12)C1=C2C=CC=CC2=C(C2=CC=CC=C12)B(O)O